ClC1=C(C=C2C(C(NC2=C1)=O)=C(O)C1=CC(=CC=C1)F)C1=CC=C(C=C1)C1CC1 6-Chloro-5-(4-cyclopropyl-phenyl)-3-[1-(3-fluoro-phenyl)-1-hydroxy-methylidene]-1,3-dihydro-indol-2-one